C(C)OC=1N=C2C(=CC=NC2=CC1OC)OC1=CC=C(C=C1)NC(=O)C=1C(=NC(=C(C1O)C1=CC=C(C=C1)F)C)COC N-[4-[(6-ethoxy-7-methoxy-1,5-naphthyridin-4-yl)oxy]phenyl]-5-(4-fluorophenyl)-4-hydroxy-2-(methoxymethyl)-6-methylpyridine-3-carboxamide